OC1=CC(OC2=C(C(=CC=C12)O)O)=O 4,7,8-trihydroxy-2H-chromen-2-one